1-[(1-ethyl-1H-pyrazol-4-yl)methyl]-4,5-dimethyl-3-(3-[(2R)-2-methylmorpholin-4-yl]-5-(trifluoromethyl)phenyl)-1,3-dihydro-2H-imidazol-2-one C(C)N1N=CC(=C1)CN1C(N(C(=C1C)C)C1=CC(=CC(=C1)C(F)(F)F)N1C[C@H](OCC1)C)=O